6-Bromo-9-methoxy-2,3-dihydro-1H-pyrrolo[1,2-b]indazole BrC1=CC=C(C2=C3N(N=C12)CCC3)OC